ClC(=O)C=1C=C(CNC(OC(C)(C)C)=O)C=CC1 tert-butyl (3-(chlorocarbonyl)benzyl)carbamate